O1CC(CCC1)C1=C2C(=NC=C1)C=NN2 7-(R)-tetrahydro-pyran-3-yl-1H-pyrazolo[4,3-b]pyridine